D-glucosamine oxide OC1[C@H]([NH2]=O)[C@@H](O)[C@H](O)[C@H](O1)CO